2-chloro-4-(1,3-dioxoisoindolin-2-yl)-2'-methyl-spiro[4,5-dihydrothieno[2,3-C]pyran-7,4'-piperidine]-1'-carboxylic acid tert-butyl ester C(C)(C)(C)OC(=O)N1C(CC2(CC1)OCC(C1=C2SC(=C1)Cl)N1C(C2=CC=CC=C2C1=O)=O)C